[Si]([O-])([O-])([O-])[O-].[Ce+3].[Al+3].C(C)C=1C=C(CC=2C=C(C=C(C2O)CC)CC2=CC(=C(C(=C2)CC)O)CC2=CC(=C(C(=C2)CC)O)CC)C=C(C1O)CC bis[3-(3,5-diethyl-4-hydroxybenzyl)-4-hydroxy-5-ethylphenyl]methane aluminum cerium silicate